COC(=O)[C@H]1CN(CC1)CC1=CC(=C(C(=C1)[N+](=O)[O-])O)C#N.BrC=1SC(=CN1)C1(OCCO1)C 2-bromo-5-(2-methyl-1,3-dioxolan-2-yl)thiazole Methyl-(R)-1-(3-cyano-4-hydroxy-5-nitrobenzyl)pyrrolidine-3-carboxylate